COC=1C(OC(=CC1NC=1C=NC=CC1)C(=O)N)=O 3-methoxy-2-oxo-4-(pyridin-3-ylamino)-2H-pyran-6-carboxamide